C(C1=CC=CC=C1)C=1C(=NC=C(N1)C1=C(C(=CC=C1)[N+](=O)[O-])F)N\C(\C(=O)O)=C/C1=CC(=CC=C1)COC (Z)-2-((3-benzyl-5-(2-fluoro-3-nitrophenyl)pyrazin-2-yl)amino)-3-(3-(methoxymethyl)phenyl)acrylic acid